F[C@@H]1CN(CC[C@@H]1OC)C1=NC=CC(=N1)NC1=CC(=C(C=N1)C(=O)N1CCOCC1)NC(C)C (6-((2-(cis-3-fluoro-4-methoxypiperidin-1-yl)pyrimidin-4-yl)amino)-4-(isopropylamino)pyridin-3-yl)(morpholino)methanone